ClC=1C(=C(CNC([C@H]([C@@H](C)O)NC(OC(C)(C)C)=O)=O)C=CC1)F tert-butyl ((2S,3R)-1-((3-chloro-2-fluorobenzyl)amino)-3-hydroxy-1-oxobutan-2-yl)carbamate